C(C)OC1=C(C(=O)O)C=C(C=C1)S(=O)(=O)N1CCN(CC1)C 2-ethoxy-5-(4-methylpiperazine-1-sulfonyl)benzoic acid